ClC1=NN2C(C(=N1)N1CC(CC1)OCCN1CCCCC1)=CC(=C2)C=2C(=NC(=NC2)OC)OC 2-chloro-6-(2,4-dimethoxypyrimidin-5-yl)-4-[3-[2-(1-piperidinyl)ethoxy]pyrrolidin-1-yl]pyrrolo[2,1-f][1,2,4]triazine